BrC=1C(=C(C(=O)OC)C=C(C1)F)F methyl 3-bromo-2,5-difluoro-benzoate